CC(=CCC1=C(C=CC(=C1O)C2COC3=C(C2=O)C=CC(=C3)O)O)C The molecule is a hydroxyisoflavanone that is 2,3-dihydroneobavaisoflavone with an additional hydroxy group at position 2'. Isolated from Erythrina lysistemon, it exhibits anti-HIV activity. It has a role as a metabolite and an anti-HIV agent. It derives from a neobavaisoflavone.